(3-(3-(4-fluorophenyl)-4-oxo-3,4-dihydro-phthalazin-1-yl)phenyl)-N-methyl-sulphonamide methyl-(s)-2-(5-(4-chlorophenyl)-2-oxo-2,3-dihydro-1H-benzo[e][1,4]diazepin-3-yl)acetate COC(C[C@@H]1N=C(C2=C(NC1=O)C=CC=C2)C2=CC=C(C=C2)Cl)=O.FC2=CC=C(C=C2)N2N=C(C1=CC=CC=C1C2=O)C=2C=C(C=CC2)S(=O)(=O)NC